((1S,4R,6R)-6-((5-chloropyridin-2-yl)oxy)-2-azabicyclo[2.2.1]heptan-2-yl)(5-fluoro-2-(2H-1,2,3-triazol-2-yl)phenyl)methanone ClC=1C=CC(=NC1)O[C@@H]1C[C@@H]2CN([C@H]1C2)C(=O)C2=C(C=CC(=C2)F)N2N=CC=N2